ClC=1N=CC2=C(N1)C(=CN2CC)N2CC(OC(C2)(F)F)(F)F 2-chloro-5-ethyl-7-(2,2,6,6-tetrafluoromorpholino)-5H-pyrrolo[3,2-d]pyrimidine